ClC=1C=C2/C(/C(NC2=CC1)=O)=N/NS(=O)(=O)C1=CC=C(C=C1)C (Z)-N'-(5-Chloro-2-oxoindolin-3-ylidene)-4-methylbenzenesulfonohydrazide